N-methyl-1-{trans-4-[methyl(7H-pyrrolo[2,3-d]pyrimidin-4-yl)amino]cyclohexyl}-methanesulfonamide (2Z)-2-butenedioate (maleate) C(\C=C/C(=O)O)(=O)O.C(\C=C/C(=O)O)(=O)O.CNS(=O)(=O)C[C@@H]1CC[C@H](CC1)N(C=1C2=C(N=CN1)NC=C2)C